BrC=1C=C2C=C(C(N(C2=NC1)CC1=CC=C(C=C1)F)=O)C(=O)O 6-bromo-1-[(4-fluorophenyl)methyl]-2-oxo-1,8-naphthyridine-3-carboxylic acid